C(C1=NNC(=N1)O)C1=NNC(=N1)O 3,3'-methylenebis(5-hydroxy-1H-1,2,4-triazole)